FC1=C2CN(CC2=CC=C1)C(=O)NC1=CC=C(C=C1)C=1CCN(CC1)C(=O)OC(C)(C)C tert-butyl 4-(4-(4-fluoroisoindoline-2-carboxamido)phenyl)-3,6-dihydropyridine-1(2H)-carboxylate